NC1=C(C(=NN1CC(=O)N1C[C@@]2(CCC1)C1=C(NC(O2)=O)C=CC(=C1F)Cl)C1CC1)Cl (R)-1'-(2-(5-Amino-4-chloro-3-cyclopropyl-1H-pyrazol-1-yl)acetyl)-6-chloro-5-fluorospiro[benzo[d][1,3]oxazine-4,3'-piperidin]-2(1H)-one